ClC=1C=2C(N=C3N(C2C=CC1)C1=CC(=CC=C1C3(C)C)C3CCN(CC3)CC3CC(C3)C(=O)OC)=O methyl 3-((4-(4-chloro-7,7-dimethyl-5-oxo-5,7-dihydroindolo[1,2-a]quinazolin-10-yl)piperidin-1-yl)methyl)cyclobutanecarboxylate